BrC1=C(C=C(C(=C1F)[N+](=O)[O-])OC)F 2-bromo-1,3-difluoro-5-methoxy-4-nitro-benzene